C=1(C=C(C(=C2C1NC1=C2C(=C(C=2C3=C(C(=CC(=C3NC12)[2H])[2H])[2H])[2H])[2H])[2H])[2H])[2H] 11,12-dihydroindolo[2,3-a]carbazole-1,3,4,5,6,7,8,10-d8